Benzyltoluene 2-Isocyanatoacetate N(=C=O)CC(=O)O.C(C1=CC=CC=C1)CC1=CC=CC=C1